2-((1-benzylpiperidin-4-yl)methyl)-4-phenethylpyridazin-3(2H)-one C(C1=CC=CC=C1)N1CCC(CC1)CN1N=CC=C(C1=O)CCC1=CC=CC=C1